9-(4-chloro-2-fluoro-phenyl)-7-[(2R,4R,6S)-2-(1-cyclopropylpyrazol-4-yl)-6-methyl-tetrahydropyran-4-yl]-2,3-dimethyl-pyrimido[1,2-b]pyridazin-4-one ClC1=CC(=C(C=C1)C=1C=2N(N=C(C1)[C@H]1C[C@@H](O[C@H](C1)C)C=1C=NN(C1)C1CC1)C(C(=C(N2)C)C)=O)F